C(C(C)C1=C(C(=CC(=C1)CC(C)C)C(C)(C)C)O)C1=C(C(=CC(=C1)CC(C)C)C(C)(C)C)O propylenebis(4-isobutyl-6-tert-butylphenol)